FC(C1=NN=C(S1)C1=NC=C2N1C=C(C=C2N2CCN(CC2)C(=O)N2CCNCC2)S(=O)(=O)NC2(CC2)C)F 3-(5-(difluoromethyl)-1,3,4-thiadiazol-2-yl)-N-(1-methylcyclopropyl)-8-(4-(piperazine-1-carbonyl)piperazin-1-yl)imidazo[1,5-a]pyridine-6-sulfonamide